2-((5-(3-((1H-indol-5-yl)oxy)phenyl)-4H-1,2,4-triazol-3-yl)methyl)thiazole N1C=CC2=CC(=CC=C12)OC=1C=C(C=CC1)C=1NC(=NN1)CC=1SC=CN1